7,9-Difluoro-1,4,4-trimethyl-8-pyrazolo[1,5-a]pyridin-3-yl-5H-[1,2,4]triazolo[4,3-a]quinoxaline FC=1C=C2NC(C=3N(C2=C(C1C=1C=NN2C1C=CC=C2)F)C(=NN3)C)(C)C